C(C)(C)N1C(=NN=C1)C1=CC=CC(=N1)N1C=NC2=CC(=C(C=C2C1=O)CCS(=O)(=O)N)C (3-(6-(4-isopropyl-4H-1,2,4-triazol-3-yl)pyridin-2-yl)-7-methyl-4-oxo-3,4-dihydro-quinazolin-6-yl)ethylsulfonamide